N,N-dimethyl-aminoethylamine CN(C)CCN